iodosalicylate IOC=1C(C(=O)[O-])=CC=CC1